5-amino-2-[4-(hydroxymethyl)cyclohexyl]Indazole-6-carbonitrile NC1=CC2=CN(N=C2C=C1C#N)C1CCC(CC1)CO